Ethyl (E)-3-(2-((5,6-difluoro-2,3-dihydro-1H-inden-2-yl)amino)pyrimidin-5-yl)acrylate FC=1C=C2CC(CC2=CC1F)NC1=NC=C(C=N1)/C=C/C(=O)OCC